(S)-5-(3-fluoroazetidin-3-yl)-2-((S)-1-(4-fluorophenyl)-3,4-dihydroisoquinolin-2(1H)-yl)-4,5-dihydrooxazole FC1(CNC1)[C@@H]1CN=C(O1)N1[C@H](C2=CC=CC=C2CC1)C1=CC=C(C=C1)F